COCCCN1C[C@@H](N(CCC1)C(=O)OC(C)(C)C)C tert-butyl (2S)-4-(3-methoxypropyl)-2-methyl-1,4-diazacycloheptane-1-carboxylate